C(CCCCCCCCCCCCCCCCCCCCCC)(=O)OCCCCCCCCCCCCC Tridecyl Tricosylate